NC=1C=C(C=CC1N(C1CCOCC1)CC(C)C)C1(CCC1)C#N 1-[3-amino-4-[(2-methylpropyl)(tetrahydropyran-4-yl)amino]phenyl]cyclobutane-1-carbonitrile